tert-butyl 4-{2-[4-(4-methylphenyl)-5-(pyridin-4-yl)-1H-imidazol-1-yl]acetyl}piperazine-1-carboxylate CC1=CC=C(C=C1)C=1N=CN(C1C1=CC=NC=C1)CC(=O)N1CCN(CC1)C(=O)OC(C)(C)C